O1CCN(CC1)C[C@H](C1=CC=CC=C1)NC(OC(C)(C)C)=O tert-butyl (S)-(2-morpholino-1-phenylethyl)carbamate